C(=O)(O)CN(C1=NC2=CC=C(C=C2C(=C1)C1=C(C(=O)O)C=CC=C1)CCCCCC)C 2-{2-[{carboxymethyl}(methyl)amino]-6-hexylquinolin-4-yl}benzoic acid